ethyl 6-(1-cyanocyclopropyl)imidazo[1,2-a]pyridine-2-carboxylate C(#N)C1(CC1)C=1C=CC=2N(C1)C=C(N2)C(=O)OCC